ClC=1C(=C(C(=O)OCC)C=C(C1)NC(=O)C1(CC1)C1=C(C=C(C=C1)OC(F)(F)F)F)C=1C=NN(C1)C1CCC1 Ethyl 3-chloro-2-(1-cyclobutyl-1H-pyrazol-4-yl)-5-[({1-[2-fluoro-4-(trifluoromethoxy) phenyl]cyclopropyl}carbonyl) amino]benzoate